FC1=C(C=CC(=C1)F)[C@H]1N(CC[C@H](C1)NC)C(=O)N1CC2(CCCC2)[C@@H](CC1)CN1C=NC(=CC1=O)C1=C(C=CC=C1)C 3-(((R)-7-((2S,4R)-2-(2,4-Difluorophenyl)-4-(methylamino)piperidine-1-carbonyl)-7-azaspiro[4.5]decan-10-yl)methyl)-6-(o-tolyl)pyrimidin-4(3H)-one